FC=1C(=CC=C2C(=NC(=NC12)OC[C@H]1N(CCC1)C)N1C[C@H]2CC[C@@H](C1)N2C([C@H](C)O)=O)C2=CC(=CC1=CC=CC=C21)O (S)-1-((1R,5S)-3-(8-fluoro-7-(3-hydroxynaphthalen-1-yl)-2-(((S)-1-methylpyrrolidin-2-yl)methoxy)quinazolin-4-yl)-3,8-diazabicyclo[3.2.1]octan-8-yl)-2-hydroxypropan-1-one